2-(5-Chloro-6-fluoro-2-((((1r,4r)-4-hydroxycyclohexyl)amino)methyl)-2-phenyl-2,3-dihydro-1H-inden-4-yl)-3-fluoro-4-(2-hydroxyethoxy)benzamide ClC=1C(=C2CC(CC2=CC1F)(C1=CC=CC=C1)CNC1CCC(CC1)O)C1=C(C(=O)N)C=CC(=C1F)OCCO